(S)-4-(1-(2-(4-fluorobenzyl)-4,7-dihydro-5H-thieno[2,3-c]pyran-3-carboxamido)ethyl)benzoic acid FC1=CC=C(CC2=C(C3=C(COCC3)S2)C(=O)N[C@@H](C)C2=CC=C(C(=O)O)C=C2)C=C1